2-(2-ethoxy-3-pyridinyl)-5-isopropyl-7-methyl-N-[(1-methyl-1,2,4-triazol-3-yl)methyl]imidazo[1,5-b]pyridazin-4-amine C(C)OC1=NC=CC=C1C=1C=C(C=2N(N1)C(=NC2C(C)C)C)NCC2=NN(C=N2)C